N(=[N+]=[N-])CCC(=O)N[C@H](C(=O)NCCOCCOCCOCCNC([C@@H](NC(C1=NN(C2=CC=CC=C12)CCCC=C)=O)C(C)(C)C)=O)CCC(=O)NCCOCCOCCOCCNC([C@@H](NC(=O)C1=NN(C2=CC=CC=C12)CCCC=C)C(C)(C)C)=O (S)-2-(3-azidopropanamido)-N1,N5-bis((S)-3-(tert-butyl)-1,4-dioxo-1-(1-(pent-4-en-1-yl)-1H-indazol-3-yl)-8,11,14-trioxa-2,5-diazahexadecan-16-yl)pentanediamide